lead-manganese-zinc-copper [Cu].[Zn].[Mn].[Pb]